METHYL (2s)-2-AMINO-3-(4,6-DIAMINO-3-ISOCYANO(2-PYRIDYL))PROPANOATE N[C@H](C(=O)OC)CC1=NC(=CC(=C1[N+]#[C-])N)N